2-(4-methylbenzyloxy)ethylamine CC1=CC=C(COCCN)C=C1